tert-butyl 2-(cyclopropanecarbonyl)-1-((2-fluoro-4-(trifluoromethyl)phenyl)methyl-d2)-2-methylhydrazine-1-carboxylate C1(CC1)C(=O)N(N(C(=O)OC(C)(C)C)C([2H])([2H])C1=C(C=C(C=C1)C(F)(F)F)F)C